C1(CC1)S(=O)(=O)NC1=NC=CC(=N1)C1(CCC2(OCCO2)CC1)C(=O)NC1=NC=C(C=C1)C1=NC(=CN=C1)OCC 8-(2-(cyclopropanesulfonylamino)pyrimidin-4-yl)-N-(5-(6-ethoxypyrazin-2-yl)pyridin-2-yl)-1,4-dioxaspiro[4.5]decane-8-carboxamide